Methyl (Z)-1-(4-amino-2-fluorobut-2-en-1-yl)-4-(5-(N-cyclopropylsulfamoyl)-2-methoxyphenyl)-1H-benzo[d][1,2,3]triazole-6-carboxylate hydrochloride Cl.NC\C=C(\CN1N=NC2=C1C=C(C=C2C2=C(C=CC(=C2)S(NC2CC2)(=O)=O)OC)C(=O)OC)/F